(2-amino-3-(3-((6-((2-chloro-3-fluoropyridin-4-yl)methoxy)pyridin-3-yl)methyl)isoxazol-5-yl)pyridin-1-ium-1-yl)methyl hydrogen phosphate P(=O)(OC[N+]1=C(C(=CC=C1)C1=CC(=NO1)CC=1C=NC(=CC1)OCC1=C(C(=NC=C1)Cl)F)N)(O)[O-]